4-chloro-2-amino-3-nitropyridine ClC1=C(C(=NC=C1)N)[N+](=O)[O-]